N(=C=O)CC1=C(C(=O)Cl)C=CC=C1 o-isocyanatomethylbenzoic acid chloride